5-([6-(cyclopropylmethoxy)-2,3-difluorophenyl]methoxy)-2-fluoro-4-methoxyaniline C1(CC1)COC1=CC=C(C(=C1COC=1C(=CC(=C(N)C1)F)OC)F)F